N[C@@H]1CN(C[C@@H](C1)C)C1=NC=C(C(=N1)NC=1C=C(C2=C(NC(N2C)=O)C1)OCCCl)Cl 6-[[2-[(3s,5r)-3-amino-5-methyl-1-piperidinyl]-5-chloro-pyrimidin-4-yl]amino]-4-(2-chloroethoxy)-3-methyl-1H-benzimidazol-2-one